C(C1=CC=CC=C1)OC[C@@H]1[C@@](C1)(C#N)N1C(=CC=2C1=CN=C(C2)[C@@H]2CC(OCC2)(C)C)C(=O)N(C2=CC=CC=C2)C 1-((1S,2S)-2-((benzyloxy)methyl)-1-cyanocyclopropyl)-5-((S)-2,2-dimethyltetrahydro-2H-pyran-4-yl)-N-methyl-N-phenyl-1H-pyrrolo[2,3-c]pyridine-2-carboxamide